benzyl 3-[[bis(tert-butoxycarbonyl)amino]methyl]cyclobutanecarboxylate C(C)(C)(C)OC(=O)N(C(=O)OC(C)(C)C)CC1CC(C1)C(=O)OCC1=CC=CC=C1